6-METHOXY-1H-PYRROLO[3,2-C]PYRIDINE-3-CARBALDEHYDE COC1=CC2=C(C=N1)C(=CN2)C=O